C1(CC1)S(=O)(=O)NC(C1=CC(=C(C=C1)Br)OCC1=C(C=CC=C1C)C)=O N-(cyclopropylsulfonyl)-3-((2,6-dimethylbenzyl)oxy)-4-bromobenzamide